FC1=C(C=C2C3(C(NC2=C1)=O)CCC(C(C3)C(=O)OC)=O)C(=O)OC dimethyl 6'-fluoro-2,2'-dioxo-spiro[cyclohexane-5,3'-indoline]-1,5'-dicarboxylate